NCC1=C(C=NC(=C1O)C)COC1=C(OP(=O)=NCC(=O)OC(C)C)C=CC=C1 Isopropyl 2-(((4-(aminomethyl)-5-hydroxy-6-methylpyridin-3-yl)methoxy)(phenoxy)phosphorylamino)acetate